(3S,4S)-8-(2-((2-chloro-3-(pyrazine-2-yl)phenyl)mercapto)pteridine-6-yl)-3-methyl-2-oxa-8-azaspiro[4.5]decane-4-amine ClC1=C(C=CC=C1C1=NC=CN=C1)SC1=NC2=NC=C(N=C2C=N1)N1CCC2([C@@H]([C@@H](OC2)C)N)CC1